4-amino-7,8-dinitro-3-(1H-tetrazole-5-yl)pyrazolo[5,1-c][1,2,4]Triazine NC=1N2C(N=NC1C1=NN=NN1)=C(C(=N2)[N+](=O)[O-])[N+](=O)[O-]